1-[4-[4-(Hydroxymethyl)-1H-1,2,3-triazole-1-yl]phenyl]-3-[4-(dimethylamino)phenyl]-2-propene-1-one OCC=1N=NN(C1)C1=CC=C(C=C1)C(C=CC1=CC=C(C=C1)N(C)C)=O